1,1-dimethylethyl 7-[7-(8-fluoro-2-methylimidazo[1,2-a]pyridin-6-yl)-5-oxo-5H-1,3,4-thiadiazolo[3,2-a]pyrimidin-2-yl]-4,7-diazaspiro[2.5]octane-4-carboxylate FC=1C=2N(C=C(C1)C=1N=C3N(C(C1)=O)N=C(S3)N3CCN(C1(CC1)C3)C(=O)OC(C)(C)C)C=C(N2)C